Cl.C1(CC1)NC(C1=C(C=C(C(=C1)C=1C=NN(C1)C1=CN=C2N1C=C(C=C2)[C@@H]2CNCC2)C)F)=O N-cyclopropyl-2-fluoro-4-methyl-5-[1-((R)-6-pyrrolidin-3-yl-imidazo[1,2-a]pyridin-3-yl)-1H-pyrazol-4-yl]-benzamide hydrochloride